(S)-3-(5-Fluoro-6-methyl-1H-pyrazolo[3,4-b]pyridin-4-yl)-2-(5-fluoropyridin-2-yl)-6-methyl-6-(trifluoromethyl)-6,7-dihydro-4H-pyrazolo[5,1-c][1,4]oxazine FC=1C(=C2C(=NC1C)NN=C2)C=2C(=NN1C2CO[C@@](C1)(C(F)(F)F)C)C1=NC=C(C=C1)F